C[C@@H]1N(CCC1)CC1=NC2=C(N1)C=CC(=C2)NC(C2=CC=CC=C2)=O N-(2-(((S)-2-methylpyrrolidin-1-yl)methyl)-1H-benzo[d]imidazol-5-yl)benzamide